O=C1N(C(CCC1)=O)COC(CCCCCCC)=O 2,6-dioxo-piperidin-1-ylmethyl-octanoate